C(C=C)C(=O)Cl allylformyl chloride